3-(8-(3-methyl-3-azabicyclo[3.1.0]hexan-6-yl)-5-oxopyrrolo[2,3,4-de]quinolin-4(5H)-yl)piperidine-2,6-dione CN1CC2C(C2C1)C1=CC=C2C=3C(=CC=NC13)N(C2=O)C2C(NC(CC2)=O)=O